ClC=1C=C(C=CC1)[C@@](C(=O)O)(NC(=O)C1CC2(C1)NC(NC2=O)=O)C2CCCC2 (S)-2-(3-chlorophenyl)-2-cyclopentyl-2-((2r,4S)-6,8-dioxo-5,7-diazaspiro[3.4]octane-2-carboxamido)acetic acid